4-(2,2,2-trifluoroethyl)-1,2,5-oxadiazole-3-carboxylic acid FC(CC=1C(=NON1)C(=O)O)(F)F